N-(4-(4-((5-(trifluoromethyl)pyridin-2-yl)methyl)piperazine-1-carbonyl)phenyl)quinoline-8-sulfonamide FC(C=1C=CC(=NC1)CN1CCN(CC1)C(=O)C1=CC=C(C=C1)NS(=O)(=O)C=1C=CC=C2C=CC=NC12)(F)F